2-(5-bromo-3,6-dimethoxypyridin-2-yl)-N-(2-methoxybenzyl)ethan-1-amine BrC=1C=C(C(=NC1OC)CCNCC1=C(C=CC=C1)OC)OC